6-((1H-pyrrolo[2,3-b]Pyridin-4-yl)methyl)-N2-methyl-N4-((1S,2S)-2-methylcyclopropyl)pyridine-2,4-dicarboxamide N1C=CC=2C1=NC=CC2CC2=CC(=CC(=N2)C(=O)NC)C(=O)N[C@@H]2[C@H](C2)C